4,5-diphenyl-1,10-phenanthroline C1(=CC=CC=C1)C1=CC=NC2=C3N=CC=CC3=CC(=C12)C1=CC=CC=C1